CC=1C(=C(C#N)C=CC1)F methyl-2-fluorobenzonitrile